N-(3,5-Dimethoxyphenyl)-3-(1-methylpyrazol-4-yl)-N-(3-pyridin-4-ylpropyl)quinoxalin-6-amine COC=1C=C(C=C(C1)OC)N(C=1C=C2N=C(C=NC2=CC1)C=1C=NN(C1)C)CCCC1=CC=NC=C1